ethyl 3-oxobutyrate (ethyl-3-oxobutanoate) C(C)C(C(=O)O)C(C)=O.O=C(CC(=O)OCC)C